Cl.Cl.N[C@H](C(=O)OCC(F)(F)F)CC=1C=NC2=CC=CC=C2C1 2,2,2-Trifluoroethyl (S)-2-amino-3-(quinolin-3-yl)propanoate dihydrochloride